N-(2-methyl-1,3-thiazol-5-yl)-5-((1R,2R)-2-((tetrahydro-2H-pyran-4-ylmethyl)-amino)cyclopropyl)-thiophene-3-carboxamide CC=1SC(=CN1)NC(=O)C1=CSC(=C1)[C@H]1[C@@H](C1)NCC1CCOCC1